C(=O)C=1C=C(OCCCN(C(OC(C)(C)C)=O)CC(C)C)C=C(C1)C=O tert-Butyl (3-(3,5-diformylphenoxy)propyl)-(isobutyl)carbamate